C(C)(C)(C)C1=NCC=C(C1)C=1N=CN2N=CN=C(C21)NC2=CC(=C(C=C2)OC2=CC=1N(C=C2)N=CN1)C tert-butyl-4-(4-((4-([1,2,4]triazolo[1,5-a]pyridin-7-yloxy)-3-methylphenyl)amino)imidazo[5,1-f][1,2,4]triazin-5-yl)-3,6-dihydropyridine